dithiomalonate C(CC(=S)[O-])(=S)[O-]